FC(S(=O)(=O)N1CCC(CC1)N1N=CC(=C1)C1=C2C(=NC(=C1)NC(=O)C1CC1)NC=C2)(F)F N-(4-(1-(1-((trifluoromethyl)sulfonyl)piperidin-4-yl)-1H-pyrazol-4-yl)-1H-pyrrolo[2,3-b]pyridin-6-yl)cyclopropylcarboxamide